3-((6-bromoquinolin-4-yl)oxy)-5-methoxyaniline BrC=1C=C2C(=CC=NC2=CC1)OC=1C=C(N)C=C(C1)OC